5-(benzyloxy)-7-methoxy-2,3-dihydrobenzofuran-4-carboxylic acid C(C1=CC=CC=C1)OC1=CC(=C2C(CCO2)=C1C(=O)O)OC